anti-theophylline N1(C)C(=O)N(C)C=2N=CNC2C1=O